C(C)(C)(C)OC(=O)N1CCC(CC1)C=1C=C2C(=C(NC2=CC1)C1=CC(=NC(=C1)OC)C1CC1)C(C)C 4-(2-(2-cyclopropyl-6-methoxypyridin-4-yl)-3-isopropyl-1H-indol-5-yl)piperidine-1-carboxylic acid tert-butyl ester